NC1=NN2C(C=C(C=C2)C=2C(=C(C(=O)NCC[C@H](O)C3=CC=C(C=C3)Cl)C=CC2)F)=N1 (S)-3-(2-amino-[1,2,4]triazolo[1,5-a]pyridin-7-yl)-N-(3-(4-chlorophenyl)-3-hydroxypropyl)-2-fluorobenzamide